ClC=1C=2N(C=C(C1)S(=O)(=O)NC1(CC1)C)C(=CN2)C=2SC(=NN2)C2(CC2)C#N 8-chloro-3-(5-(1-cyanocyclopropyl)-1,3,4-thiadiazol-2-yl)-N-(1-methylcyclopropyl)imidazo[1,2-a]pyridine-6-sulfonamide